4-((4-benzyl-phenyl)carbamoyl)-3,4-dihydronaphthalene-2,2(1H)-dicarboxylic acid diethyl ester C(C)OC(=O)C1(CC2=CC=CC=C2C(C1)C(NC1=CC=C(C=C1)CC1=CC=CC=C1)=O)C(=O)OCC